methyl (S)-2-((tert-butoxycarbonyl)amino)-3-(4-(2,4-dioxo-1,5,7,8-tetrahydro-2H-pyrano[4,3-d]pyrimidin-3(4H)-yl)phenyl)propanoate C(C)(C)(C)OC(=O)N[C@H](C(=O)OC)CC1=CC=C(C=C1)N1C(NC2=C(C1=O)COCC2)=O